CC1=NN(C(=C1)C)C(C(=O)OCCC=C(F)F)(C)C 4,4-difluorobut-3-en-1-yl 2-(3,5-dimethyl-1H-pyrazol-1-yl)-2-methylpropanoate